C(C)(C)(C)[C@@H]1N(CCC1[C@@H](C(=O)N1C(OC[C@@H]1CC1=CC=CC=C1)=O)CC1=CC(=C(C=C1)Br)[N+](=O)[O-])C(=O)OCC.[In] indium ethanol Tert-butyl-(R)-3-((S)-1-((S)-4-benzyl-2-oxooxazolidin-3-yl)-3-(4-bromo-3-nitrophenyl)-1-oxopropane-2-yl)pyrrolidine-1-carboxylate